OC1(C(C=C(C=C1)C(C)(C)C)C(C)(C)C)N1C=C(C(C2=CC=CC=C12)=O)C(=O)N (1-hydroxy-2,4-ditert-butyl-phenyl)-4-oxo-1H-quinoline-3-carboxamide